ClC1=CC2=C(N(C(N=C2N2[C@H](CN(CC2)C(=O)[O-])C)=O)C=2C(=NC=CC2C)C(C)C)N=C1C1=C(C(=CC=C1)C)O (S)-4-(6-chloro-7-(2-hydroxy-3-methylphenyl)-1-(2-isopropyl-4-methylpyridin-3-yl)-2-Oxo-1,2-dihydropyrido[2,3-d]pyrimidin-4-yl)-3-methylpiperazine-1-carboxylate